6-(4-(3-((dimethylamino)methyl)pyrrolidin-1-yl)-8-(ethylamino)-5,6-difluoro-9H-pyrido[2,3-b]indol-3-yl)-1-methyl-4-oxo-1,4-dihydro-1,8-naphthyridine-3-carboxylic acid CN(C)CC1CN(CC1)C1=C(C=NC=2NC3=C(C=C(C(=C3C21)F)F)NCC)C=2C=C1C(C(=CN(C1=NC2)C)C(=O)O)=O